BrC1=C(C=C(C=C1)O)O 1-bromo-2,4-dihydroxybenzene